C(C)(C)(C)OC(NCC(=O)N1[C@@H](CC(C1)(F)F)C#N)=O (S)-2-(2-cyano-4,4-difluoro-pyrrolidin-1-yl)-2-oxoethylcarbamic acid tert-butyl ester